tert-butyl (3R)-3-[[2-fluoro-4-(triazolo[4,5-b]pyridin-3-yl)benzoyl]-[2-(4-pyridyl)thieno[3,2-c]pyridin-4-yl]amino]piperidine-1-carboxylate FC1=C(C(=O)N([C@H]2CN(CCC2)C(=O)OC(C)(C)C)C2=NC=CC3=C2C=C(S3)C3=CC=NC=C3)C=CC(=C1)N1N=NC=3C1=NC=CC3